3-((6-(((tert-butyldimethylsilyl)oxy)methyl)pyridin-3-yl)amino)piperidine-2,6-dione [Si](C)(C)(C(C)(C)C)OCC1=CC=C(C=N1)NC1C(NC(CC1)=O)=O